C(C)(C)(C)OC(=O)N[C@H](C(=O)O[C@@H]1COCC[C@H]1NC1=NN2C(C=N1)=C(C=C2C2=NC=C(C=C2)[C@@H](C(F)(F)F)C)F)C(C)C (3S,4R)-4-[(5-fluoro-7-{5-[(2S)-1,1,1-trifluoropropan-2-yl]pyridin-2-yl}pyrrolo[2,1-f][1,2,4]triazin-2-yl)amino]oxan-3-yl (2S)-2-[(tert-butoxycarbonyl)amino]-3-methylbutanoate